5-(1,5-dimethyl-1H-1,2,4-triazol-3-yl)-2-(5-{[(1S,2S,3R,5R)-2-fluoro-8-azabicyclo[3.2.1]octan-3-yl](methyl)amino}pyrazin-2-yl)phenol CN1N=C(N=C1C)C=1C=CC(=C(C1)O)C1=NC=C(N=C1)N(C)[C@H]1[C@H]([C@@H]2CC[C@H](C1)N2)F